1-(4-chlorobenzyl)-3-(6-(4-(2-hydroxy-2-methylpropyl)piperazine-1-carbonyl)spiro[3.3]heptan-2-yl)urea ClC1=CC=C(CNC(=O)NC2CC3(C2)CC(C3)C(=O)N3CCN(CC3)CC(C)(C)O)C=C1